7-fluoro-4-(4-diethylamino-1-methylbutyl-amino)quinoline FC1=CC=C2C(=CC=NC2=C1)NC(CCCN(CC)CC)C